5-bromo-1-(1-(1-(3-chlorobenzyl)-2,5-dimethyl-1H-pyrrol-3-yl)-1-oxopropan-2-yl)pyridin-2(1H)-one BrC=1C=CC(N(C1)C(C(=O)C1=C(N(C(=C1)C)CC1=CC(=CC=C1)Cl)C)C)=O